C(C1=CC=CC=C1)N(C1CCC(CC1)N(C)CC)CC1=CC=CC=C1 (1r,4r)-N1,N1-dibenzyl-N4-ethyl-N4-methylcyclohexane-1,4-diamine